8-fluoro-6,12-dioxo-6,12-dihydroindolo[2,1-b]quinazoline-2-carboxylic Acid FC=1C=C2C(C3=NC4=CC=C(C=C4C(N3C2=CC1)=O)C(=O)O)=O